Pentan-3-yl-((S)-(((2S,3S,4R,5R)-5-(4-amino-2-oxopyrimidin-1(2H)-yl)-2-fluoro-3,4-dihydroxy-4-methyltetrahydrofuran-2-yl)methoxy)(phenoxy)phosphoryl)-L-alaninat CCC(CC)N([C@@H](C)C(=O)[O-])[P@@](=O)(OC1=CC=CC=C1)OC[C@]1(O[C@H]([C@]([C@@H]1O)(C)O)N1C(N=C(C=C1)N)=O)F